tert-Butyl 2-(methoxymethyl)-4-methyl-5,7-dihydro-6H-pyrrolo[3,4-b]pyridine-6-carboxylate COCC1=CC(=C2C(=N1)CN(C2)C(=O)OC(C)(C)C)C